BrC1=CC=C(C=C1)C=1CCN(CC1)C(=O)OC(C)(C)C Tert-butyl 4-(4-bromophenyl)-3,6-dihydro-2H-pyridine-1-carboxylate